4-(((tert-butyldimethylsilyl)oxy)methyl)cyclohexan-1-one [Si](C)(C)(C(C)(C)C)OCC1CCC(CC1)=O